FC(CCOCCF)F 1,1-difluoro-3-(2-fluoro-ethoxy)propane